bis(cyclopentadienyl)-diphenyl-titanium C1(C=CC=C1)[Ti](C1=CC=CC=C1)(C1=CC=CC=C1)C1C=CC=C1